N1=C(N=CC=C1)C([O-])=S pyrimidothioate